BrC1=C(C=C2C(=NC(N(C2=C1)CC1=CC=C(C=C1)OC)=O)C(C)(F)F)F 7-bromo-4-(1,1-difluoroethyl)-6-fluoro-1-[(4-methoxyphenyl)methyl]quinazolin-2-one